C(C)(C)(C)OC(=O)N1CC=2N=C(N=C(C2C1)N1[C@@H](CCCCC1)C)Cl.OCC=1C=C(C=CC1)NC(=O)C=1C=C(C=CC1)C1=C(SC=C1)C(=O)N |r| (3-((3-(hydroxymethyl)phenyl)carbamoyl)phenyl)thiophene-2-carboxamide Racemic-tert-butyl-2-chloro-4-(2-methylazepan-1-yl)-5,7-dihydro-6H-pyrrolo[3,4-d]pyrimidine-6-carboxylate